ClC1=CC=C(C=C1)[C@](C)(C#C)C=1N=C(SC1)NC(C1=C(C=C(C=C1F)N1CCN(CC1)C)F)=O (S)-N-(4-(2-(4-chlorophenyl)but-3-yn-2-yl)thiazol-2-yl)-2,6-difluoro-4-(4-methylpiperazin-1-yl)benzamide